BrC1=CC=C2CN(C(C2=C1F)=O)C1C(NC(CC1)=O)=O 3-(6-bromo-7-fluoro-1-oxoisoindolin-2-yl)piperidine-2,6-dione